COCCCOC=C(C)C1=CC=C(C=C1)C(=COCCCOC)C 1,4-bis(1-(3-methoxypropoxy)prop-1-en-2-yl)benzene